NC1=NC(=NC=C1)N1C[C@]([C@H]([C@H](C1)F)O)(C)F (3s,4s,5s)-1-(4-aminopyrimidin-2-yl)-3,5-difluoro-3-methylpiperidin-4-ol